(R)-N-(1,1-Dioxido-2,3-dihydrothiophen-3-yl)-7-methoxy-2-oxo-1,2-dihydroquinoline-3-carboxamide O=S1(C[C@@H](C=C1)NC(=O)C=1C(NC2=CC(=CC=C2C1)OC)=O)=O